4-[2-(5-Fluoro-2-pyridyl)-5,5-dimethyl-4,6-dihydropyrrolo[1,2-b]pyrazol-3-yl]-6-methyl-1H-pyrazolo[3,4-b]pyridine FC=1C=CC(=NC1)C=1C(=C2N(N1)CC(C2)(C)C)C2=C1C(=NC(=C2)C)NN=C1